N-(4'-ethynylbiphenyl-2-yl)-5-fluoro-1,3-dimethyl-1H-pyrazole-4-carboxamide C(#C)C1=CC=C(C=C1)C1=C(C=CC=C1)NC(=O)C=1C(=NN(C1F)C)C